2-chloro-4-fluoro-N-[1-[4-(5-methyloxazolo[4,5-b]pyridin-2-yl)piperazine-1-carbonyl]azetidin-3-yl]benzamide ClC1=C(C(=O)NC2CN(C2)C(=O)N2CCN(CC2)C=2OC=3C(=NC(=CC3)C)N2)C=CC(=C1)F